pyridine-2,3-dicarboxamide N1=C(C(=CC=C1)C(=O)N)C(=O)N